C(\C=C\CCC)OC1=CC=C(C=C1)[C@@H](CC(=O)O)C#CC (3R)-3-{4-[(2E)-hex-2-en-1-yloxy]phenyl}hex-4-ynoic acid